ClC=1C=C2C(C(=COC2=CC1)C=O)=O 6-chloro-chromone-3-carbaldehyde